ethyl (6R)-6-[4-(2-chloro-3-pyridyl)piperazin-1-yl]-2-azaspiro[3.4]-octane-2-carboxylate ClC1=NC=CC=C1N1CCN(CC1)[C@H]1CC2(CN(C2)C(=O)OCC)CC1